ClC1=NC(=NC(=C1)O[C@@H]1COCC1)N(C1C[C@H]2CCC[C@@H](C1)N2S(=O)(=O)CC)C (1R,3s,5S)-N-(4-chloro-6-(((S)-tetrahydrofuran-3-yl)oxy)pyrimidin-2-yl)-9-(ethylsulfonyl)-N-methyl-9-azabicyclo[3.3.1]nonan-3-amine